(S)-5-(tert-butyl)-N-((3,3-difluoro-1-(6-(1-methyl-1H-pyrazol-4-yl)pyrazolo[1,5-a]pyrazin-4-yl)piperidin-4-yl)methyl)-1,2,4-oxadiazole-3-carboxamide C(C)(C)(C)C1=NC(=NO1)C(=O)NC[C@H]1C(CN(CC1)C=1C=2N(C=C(N1)C=1C=NN(C1)C)N=CC2)(F)F